C(C(C)C)SCCO 2-(isobutylsulfanyl)ethanol